C(C1=CC=CC=C1)N1[C@H]2[C@@H](C[C@H]([C@@H]1CC2)C)NC(OC(C)(C)C)=O tert-butyl ((1R,2R,4R,5S)-8-benzyl-4-methyl-8-azabicyclo[3.2.1]octan-2-yl)carbamate